NC1=C2C(=NC=N1)N(N=C2C=2NC1=CC(=CC=C1C2Cl)C(=O)NC)C2CCCC2 2-{4-amino-1-cyclopentyl-1H-pyrazolo[3,4-d]pyrimidin-3-yl}-3-chloro-N-methyl-1H-indole-6-carboxamide